FC(C(=O)C1N=C(OC1=O)C1=CC=C(C=C1)OC(F)(F)F)(F)F 4-(2,2,2-trifluoroacetyl)-2-(4-(trifluoromethoxy)phenyl)oxazol-5(4H)-one